C12(CC3CC(CC(C1)C3)C2)NCCC2=CC=C(C(=O)NC=3C=CC=C1C(=NN(C31)C)C3C(NC(CC3)=O)=O)C=C2 4-(2-((adamantan-1-yl)amino)ethyl)-N-(3-(2,6-dioxopiperidin-3-yl)-1-methyl-1H-indazol-7-yl)benzamide